C(C1=CC=CC=C1)N1CCCN(CCN(CCC1)CC=1C(=C(C(=O)NC(CO)CO)C=C(C1)C)O)CC=1C(=C(C(=O)NC(CO)CO)C=C(C1)C)O 3'-[(8-benzyl-1,4,8-triazacycloundecane-1,4-diyl)bis(methylene)]bis[N-(1,3-dihydroxypropan-2-yl)-2-hydroxy-5-methylbenzamide]